OC1=C(C(=CC(=C1CN(C(=O)C1CC1)C)CCCCC)O)C1=CC(=CC=C1)C N-((2,6-dihydroxy-3'-methyl-4-pentyl-[1,1'-biphenyl]-3-yl)methyl)-N-methylcyclopropanecarboxamide